6-(4-(4-fluorophenyl)-1-(3-(hydroxymethyl)cyclobutyl)-1H-imidazol-5-yl)imidazo[1,2-b]pyridazine-3-carbonitrile FC1=CC=C(C=C1)C=1N=CN(C1C=1C=CC=2N(N1)C(=CN2)C#N)C2CC(C2)CO